CC1=CC=NN(C1=O)[C@H]1CN(CCC1)C(=O)OC1=CC=C(C=C1)[N+](=O)[O-] 4-nitrophenyl (R)-3-(5-methyl-6-oxopyridazin-1(6H)-yl)piperidine-1-carboxylate